C(C1=CC=CC=C1)C1=C(N(C)C)C=CC=C1 benzyldimethyl-Aniline